ClCCNC(=O)NC1CCC1 1-(2-chloroethyl)-3-cyclobutyl-urea